NC1=CC2=C(C(N(CC23CC3)CC(=O)OCC)=O)S1 ethyl 2-(2-amino-7-oxo-spiro[5H-thieno[2,3-c]pyridine-4,1'-cyclopropane]-6-yl)acetate